N-(beta-aminoethyl)-gamma-aminopropylmethyl-dimethoxysilane NCCNCCC[Si](OC)(OC)C